2-(pyridin-2-yl)-N5-(pyridine-3-yl)thiophene-2,5-dicarboxamide sulfur [S].N1=C(C=CC=C1)C1(SC(=CC1)C(=O)NC=1C=NC=CC1)C(=O)N